C(C)(C)(C)OC(=O)N1[C@H](CC[C@@H](C1)NC(COC1=CC(=C(C=C1)Cl)F)=O)C(NCCCOC(F)(F)F)=O (2r,5s)-5-[2-(4-chloro-3-fluorophenoxy)acetamido]-2-{[3-(trifluoromethoxy)propyl]carbamoyl}piperidine-1-carboxylic acid tert-butyl ester